C(C)C=1C(=CC=C2C=C(C=C(C12)C1=C(C=2N=C(N=C(C2C(O1)=O)N1C[C@@H]2C[C@H]([C@H](C1)C2)O)SC)C)OCOC)F 7-[8-ethyl-7-fluoro-3-(methoxymethoxy)naphthalen-1-yl]-4-[(1S,5S,6R)-6-hydroxy-3-azabicyclo[3.2.1]octan-3-yl]-8-methyl-2-(methylsulfanyl)pyrano[4,3-d]pyrimidin-5-one